FC1([C@H](C1)C(=O)NC=1N=CC2=CC(=NC=C2C1)C=1C=NC(=CC1C)\C(\CC)=N/O)F (R,Z)-2,2-difluoro-N-(7-(6-(1-(hydroxyimino)propyl)-4-methylpyridin-3-yl)-2,6-naphthyridin-3-yl)cyclopropane-1-carboxamide